N-(7-fluoro-2-methyl-2H-indazol-5-yl)-4-(piperazin-1-yl)-2,3-dihydro-1H-pyrrolo[2,3-b]pyridine-1-carboxamide formate C(=O)O.FC1=CC(=CC2=CN(N=C12)C)NC(=O)N1CCC=2C1=NC=CC2N2CCNCC2